1,13-dichloro-tridecane ClCCCCCCCCCCCCCCl